1-((2R,3S,4R)-3-fluoro-4-hydroxy-5-methylenetetrahydrofuran-2-yl)-5-methylpyrimidine-2,4(1H,3H)-dione F[C@@H]1[C@@H](OC([C@H]1O)=C)N1C(NC(C(=C1)C)=O)=O